(S)-N-((R)-1-cyano-2-((R)-2-oxopiperidin-3-yl)ethyl)-2-((2,5-difluorophenyl)-L-alanyl)-2-azabicyclo[2.2.2]octane-3-carboxamide C(#N)[C@@H](C[C@@H]1C(NCCC1)=O)NC(=O)[C@H]1N(C2CCC1CC2)C([C@@H](NC2=C(C=CC(=C2)F)F)C)=O